C1(C=CC(N1C=1C=C(C=CC1N1C(C=CC1=O)=O)CC1=CC(=C(C=C1)N1C(C=CC1=O)=O)N1C(C=CC1=O)=O)=O)=O bis(3,4-dimaleimidophenyl)methane